BrC=1C(=CC(=C(C1)CC(C)N)OC)CCCC 1-(5-bromo-4-butyl-2-methoxyphenyl)propan-2-amine